C(C)C1C(C[C@@H]2C=3C=CC=C4NC=C(C[C@H]2N1C)C34)(C(=O)N)CC diethyl-6-methylergoline-8-carboxamide